6-Amino-2-(3,5-dichloro-4-((6-oxo-5-(1-phenylethyl)-1,6-dihydropyridazin-3-yl)oxy)phenyl)-1,2,4-triazine NC1=CN=CN(N1)C1=CC(=C(C(=C1)Cl)OC1=NNC(C(=C1)C(C)C1=CC=CC=C1)=O)Cl